C1=CC(=CC=C1CC2=CC=C(C=C2)N=C=O)N=C=O p,p'-diphenylmethane diisocyanate